ClC=1C=C(C=CC(=O)O)C=CC1Cl 3,4-dichlorocinnamic acid